[N+](=O)([O-])C1=C(C=CC=C1)NCCO 2-((2-nitrophenyl)amino)ethan-1-ol